(S)-4-(cyanomethylene)-2-methylpyrrolidine-1-carboxylic acid tert-butyl ester C(C)(C)(C)OC(=O)N1[C@H](CC(C1)=CC#N)C